Azole trifluoroacetate salt FC(C(=O)O)(F)F.N1C=CC=C1